C(#N)C1=C(C=CC=C1)C(C(=O)O)(F)F 2-(2-cyanophenyl)-2,2-difluoroacetic acid